C1(CC1)C1=CN2C(C=CC(=C2)COC2=CC=CC(=N2)C2CCN(CC2)CC2=NC3=C(N2C[C@H]2OCC2)C=C(C=C3)C(=O)O)=C1 (S)-2-((4-(6-((2-Cyclopropylpyrrolo[1,5-a]pyridin-6-yl)methoxy)pyridin-2-yl)piperidine-1-yl)methyl)-1-((oxetan-2-yl)methyl)-1H-benzo[d]imidazole-6-carboxylic acid